N(=[N+]=[N-])CCCCCC([2H])([2H])N(C(OC(C)(C)C)=O)C(=O)OC(C)(C)C tert-butyl (6-azidohexyl-1,1-d2)(tert-butoxycarbonyl)carbamate